C(C)(C)(C)OC(=O)NC=1C=2N(C3=CC(=CC=C3N1)C(=O)O)C(=NC2)C 4-(tert-butoxycarbonylamino)-1-methyl-imidazo[1,5-a]quinoxaline-8-carboxylic acid